2-methyl-2-[(4-methyl-phenyl)-sulfonyl]-propan CC(C)(C)S(=O)(=O)C1=CC=C(C=C1)C